7,7-dimethyl-4-(2-tolyl)-4,6,7,8-tetrahydro-2H-chromene-2,5(3H)-dione CC1(CC(C=2C(CC(OC2C1)=O)C1=C(C=CC=C1)C)=O)C